C(C)P1(C(C(C1(C)C)C)(C)C)=O 1-ethyl-2,2,3,4,4-pentamethyl-phosphetane-1-oxide